[Si](C1=CC=CC=C1)(C1=CC=CC=C1)(C(C)(C)C)OCC12CCC(CC1)(C2)CCO 2-(4-(((tert-butyldiphenylsilyl)oxy)methyl)bicyclo[2.2.1]heptan-1-yl)ethan-1-ol